(S)-METHYL 2-(6'-CHLORO-3',4,4',5-TETRAHYDRO-2H,2'H-SPIRO[BENZO[B][1,4]OXAZEPINE-3,1'-NAPHTHALEN]-7-YL)ACETATE ClC=1C=C2CCC[C@]3(C2=CC1)CNC1=C(OC3)C=CC(=C1)CC(=O)OC